tert-butyl 4-[4-[3-[3-[[ethyl(methyl)sulfamoyl] amino]-2,6-difluoro-benzoyl]-1H-pyrrolo[2,3-b]pyridin-5-yl]-3,5-difluoro-phenyl]piperazine-1-carboxylate C(C)N(S(=O)(=O)NC=1C(=C(C(=O)C2=CNC3=NC=C(C=C32)C3=C(C=C(C=C3F)N3CCN(CC3)C(=O)OC(C)(C)C)F)C(=CC1)F)F)C